1,3-biscitraconimidomethylbenzene C1(C(C)=CC(N1CC1=CC(=CC=C1)CN1C(C(C)=CC1=O)=O)=O)=O